F\C(\C(=O)OCC)=C/C1=CC=NC=C1 Ethyl (Z)-2-fluoro-3-(pyridin-4-yl)acrylate